NC[C@@H](O)C1=CC=C(C=N1)NC(=O)C1OC(C(C1)C)(C(F)(F)F)C N-(6-((R)-2-amino-1-hydroxyethyl)pyridin-3-yl)-4,5-dimethyl-5-(trifluoromethyl)tetrahydrofuran-2-carboxamide